7-bromo-1-(2,2,2-trifluoroethyl)quinolin-2(1H)-one BrC1=CC=C2C=CC(N(C2=C1)CC(F)(F)F)=O